C(=O)O.BrC1=C(SC=2C1=NC(=CC2NCC=2SC=CN2)Cl)C[C@H](CO)NC(F)(F)F (2R)-3-[3-bromo-5-chloro-7-(thiazol-2-ylmethylamino)thieno[3,2-b]pyridin-2-yl]-2-(trifluoromethylamino)propan-1-ol, formic acid salt